C1C=CC=C2C=CCC=C12 1,7-dihydronaphthalene